NC1CCC2=C(SC=C2C#N)C1 6-amino-4,5,6,7-tetrahydrobenzo[b]thiophene-3-carbonitrile